N-(4-((2-(5-aminopentanoyl)-1,2,3,4-tetrahydroisoquinolin-6-yl)carbamoyl)benzyl)-N-cyclopropyl-3-oxo-3,4-dihydro-2H-benzo[b][1,4]oxazine-7-carboxamide 2,2,2-trifluoroacetate FC(C(=O)O)(F)F.NCCCCC(=O)N1CC2=CC=C(C=C2CC1)NC(=O)C1=CC=C(CN(C(=O)C=2C=CC3=C(OCC(N3)=O)C2)C2CC2)C=C1